CC1(N(C[C@@H]1CS(=O)(=O)C)C=1C=CC(=C2C=C(N=CC12)NC1=NC(=NC=C1)N1CCC(CC1)(C)O)[C@@H]1N(CCCCC1)C(C=C)=O)C 1-((R)-2-(8-((S)-2,2-dimethyl-3-((methylsulfonyl)methyl)azetidin-1-yl)-3-((2-(4-hydroxy-4-methylpiperidin-1-yl)pyrimidin-4-yl)amino)isoquinolin-5-yl)azepan-1-yl)prop-2-en-1-one